2-(4-Methylphenyl)-3,4-dihydro-quinazolin-4-one CC1=CC=C(C=C1)C1=NC2=CC=CC=C2C(N1)=O